3-[4-[2-[4-(4-aminophenyl)piperazin-1-yl]ethyl]phenyl]piperidine-2,6-dione NC1=CC=C(C=C1)N1CCN(CC1)CCC1=CC=C(C=C1)C1C(NC(CC1)=O)=O